butyl (14-((4-aminophenyl)sulfonamido)-3,6,9,12-tetraoxatetradecyl)carbamate NC1=CC=C(C=C1)S(=O)(=O)NCCOCCOCCOCCOCCNC(OCCCC)=O